(R)-2-hydroxy-3-((R)-2-(4-phosphonophenyl)-2-(pyrrolo[1,2-a]pyrimidine-3-carboxamido)acetamido)-3,4-dihydro-2H-benzo[e][1,2]oxaborinine-8-carboxylic acid OB1OC2=C(C[C@@H]1NC([C@H](NC(=O)C=1C=NC=3N(C1)C=CC3)C3=CC=C(C=C3)P(=O)(O)O)=O)C=CC=C2C(=O)O